CC(CS(=O)(=N)C1=CC=C(N)C=C1)(C)C 4-(2,2-dimethylpropylsulfonimidoyl)aniline